cis-8'-Bromo-7'-fluoro-3-(2-methoxypyridin-4-yl)spiro[cyclobutane-1,1'-pyrrolo[2,3-c]quinolin]-2'(3'H)-one BrC1=CC=2C3=C(C=NC2C=C1F)NC(C31CC(C1)C1=CC(=NC=C1)OC)=O